C(CC)(=O)ONC=1C=C2C(=C(N(C2=CC1)C1=NOC(=N1)C1=CC(=C(C=C1)OC(C)C)Cl)C)Cl ((3-chloro-1-(5-(3-chloro-4-isopropoxyphenyl)-1,2,4-oxadiazol-3-yl)-2-methyl-1H-indol-5-yl) amino) propionate